7-(4-(1-methyl-1H-pyrazol-4-yl)-7H-pyrrolo[2,3-d]pyrimidin-5-yl)-2-((1-methylpiperidin-4-yl)oxy)quinoxaline CN1N=CC(=C1)C=1C2=C(N=CN1)NC=C2C2=CC=C1N=CC(=NC1=C2)OC2CCN(CC2)C